(2,5-difluoro-4-pyridyl)boric acid FC1=NC=C(C(=C1)OB(O)O)F